6-(3-bromo-6-methyl-5-(trifluoromethyl)pyridin-2-yl)-6-azaspiro[2.5]octane BrC=1C(=NC(=C(C1)C(F)(F)F)C)N1CCC2(CC2)CC1